but-3-en-2-yl (3R,4S)-3-{5-[4-amino-5-(trifluoromethyl)pyrrolo[2,1-f][1,2,4]triazin-7-yl]-2-methoxypyridine-3-amido}-4-fluoropyrrolidine-1-carboxylate NC1=NC=NN2C1=C(C=C2C=2C=C(C(=NC2)OC)C(=O)N[C@@H]2CN(C[C@@H]2F)C(=O)OC(C)C=C)C(F)(F)F